N-(1H-tetrazol-5-yl)-N-octanoylamide N1N=NN=C1[N-]C(CCCCCCC)=O